ethyl 6-chloro-8-(4-fluoro-2-(2,2,2-trifluoroethoxy)phenyl)imidazo[1,2-a]pyridine-2-carboxylate ClC=1C=C(C=2N(C1)C=C(N2)C(=O)OCC)C2=C(C=C(C=C2)F)OCC(F)(F)F